C(C)(C)(C)OC(=O)N1[C@@H](COCC1)C=1C=C(C=C2CCN(CC12)C(C(C)(C)O)=O)C=1C=C2C(=NC1)NC=C2C(F)(F)F (R)-3-(2-(2-hydroxy-2-methylpropanoyl)-6-(3-(trifluoromethyl)-1H-pyrrolo[2,3-b]pyridin-5-yl)-1,2,3,4-tetrahydroisoquinolin-8-yl)morpholine-4-carboxylic acid tert-butyl ester